[Br-].C(CC)[N+](C)(C)CCC di-propyl-di-methyl-ammonium bromide